behenyl Behenate C(CCCCCCCCCCCCCCCCCCCCC)(=O)OCCCCCCCCCCCCCCCCCCCCCC